(R)-N-(7-(1-((1-propenylpyrrolidin-2-yl)methyl)-4-amino-1H-pyrazolo[3,4-d]pyrimidin-3-yl)benzo[d][1,3]dioxol-4-yl)-4-dimethylaminobenzamide C(=CC)N1[C@H](CCC1)CN1N=C(C=2C1=NC=NC2N)C2=CC=C(C1=C2OCO1)NC(C1=CC=C(C=C1)N(C)C)=O